trans-benzyl 1-(4-(2-aminocyclopropyl)phenylamino)-4-(1H-indol-3-yl)-1-oxobutan-2-ylcarbamate N[C@H]1[C@@H](C1)C1=CC=C(C=C1)NC(C(CCC1=CNC2=CC=CC=C12)NC(OCC1=CC=CC=C1)=O)=O